BrC=1C=C(C(=NC1C1CCCC1)O)C(=O)OCC ethyl 5-bromo-6-cyclopentyl-2-hydroxy-pyridine-3-carboxylate